S1C(=NC2=C1C=CC=C2)NC(=O)C=2C=CC=C1CCN(CC21)C2=CC=C(C(=N2)C(=O)O)C=2C=NN(C2C)CC2=C(C=CC=C2)OCCN2CCOCC2 6-[8-(1,3-benzothiazol-2-ylcarbamoyl)-3,4-dihydroisoquinolin-2(1H)-yl]-3-(5-methyl-1-{2-[2-(morpholin-4-yl)ethoxy]benzyl}-1H-pyrazol-4-yl)pyridine-2-carboxylic acid